FC=1C=C(C=C(C1)F)[C@H]1N(OCC1)C(=O)[C@H]1CC[C@H](CC1)COC=1C=CC(=C(C#N)C1)F cis-5-((4-((S)-3-(3,5-difluorophenyl)isoxazolidine-2-carbonyl)cyclohexyl)methoxy)-2-fluorobenzonitrile